[4-(1,4-dioxa-8-azaspiro[4.5]dec-8-yl)-3-methyl-2-oxo-benzoimidazol-1-yl]piperidine-2,6-dione O1CCOC12CCN(CC2)C2=CC=CC=1N(C(N(C12)C)=O)N1C(CCCC1=O)=O